5-(5-Cyclopropyl-2-fluoropyridin-3-yl)-1-ethylpyrazole-4-carboxylic acid C1(CC1)C=1C=C(C(=NC1)F)C1=C(C=NN1CC)C(=O)O